N1(CCC1)CC1=CC=C(C=C1)C=1N=NN(C1)CC1=C(C=C(C=N1)C=1OC(=NN1)C(F)F)F 2-(6-((4-(4-(azetidin-1-ylmethyl)phenyl)-1H-1,2,3-triazol-1-yl)methyl)-5-fluoropyridin-3-yl)-5-(difluoromethyl)-1,3,4-oxadiazole